C(CC)C1C2C=CC1C=C2 7-propyl-2,5-norbornadiene